S1C2=C(C(=C1)S(=O)(=O)N)C=CC=C2 benzo[b]thiophene-3-sulfonamide